(1R,2S,3R,5R)-3-(4-amino-5,6-dihydro-7H-pyrrolo[2,3-d]pyrimidine-7-yl)-5-((E)-2-(3-bromo-2-((cyclopropylmethyl)amino)quinolin-7-yl)vinyl)cyclopentane NC=1C2=C(N=CN1)N(CC2)[C@@H]2CC[C@H](C2)\C=C\C2=CC=C1C=C(C(=NC1=C2)NCC2CC2)Br